4-hydroxy-1-((S)-3-methyl-2-(1-oxoisoindolin-2-yl)butanoyl)pyrrolidine-2-carboxamide OC1CC(N(C1)C([C@H](C(C)C)N1C(C2=CC=CC=C2C1)=O)=O)C(=O)N